tert-Butyl 7-fluoro-3-formyl-1H-indole-1-carboxylate FC=1C=CC=C2C(=CN(C12)C(=O)OC(C)(C)C)C=O